(2-indolylethyl)-benzamide N1C(=CC2=CC=CC=C12)CCC1=C(C(=O)N)C=CC=C1